5-(6,8-difluoro-1,2,3,4-tetrahydronaphthalen-1-yl)-8-(trifluoromethylsulfonyl)isoquinoline FC=1C=C2CCCC(C2=C(C1)F)C1=C2C=CN=CC2=C(C=C1)S(=O)(=O)C(F)(F)F